ClC=1C(=NC(=NC1)NC=1C=C(C=NC1)N1C(C2(CC1)CCN(CC2)CC(=O)O)=O)C2=CC(=CC=C2)C2CC2 2-[2-[5-[[5-chloro-4-(3-cyclopropylphenyl)pyrimidin-2-yl]amino]-3-pyridyl]-1-oxo-2,8-diazaspiro[4.5]decan-8-yl]acetic acid